BrC=1C=2C(C=3C(=NC(=NC3C1F)SCC)N1CCOC[C@](C1)(O)C)=CN(N2)C (6S)-4-(4-bromo-7-ethylsulfanyl-5-fluoro-2-methyl-pyrazolo[4,3-f]quinazolin-9-yl)-6-methyl-1,4-oxazepan-6-ol